F[C@H]1CN(CC1)C1=CC=C(C=N1)C=1SC2=C(C=NC(=C2)N2CCNC3(CC3)C2)N1 (R)-2-(6-(3-fluoropyrrolidin-1-yl)pyridin-3-yl)-6-(4,7-diazaspiro[2.5]octan-7-yl)thiazolo[4,5-c]pyridine